C(C1=CC=CC=C1)OC([C@H](C(C)C)NCCC1(CN(CC1)C(=O)OC(C)(C)C)C(=O)OC)=O 1-(tert-butyl) 3-methyl 3-(2-(((S)-1-(benzyloxy)-3-methyl-1-oxobutan-2-yl)amino)ethyl)pyrrolidine-1,3-dicarboxylate